FC(C1=C(C(=O)N2CCC=3C2=CN=CC3C3=CC=C(C#N)C=C3)C=CC=C1)(F)F 4-(1-(2-(Trifluoromethyl)benzoyl)-2,3-dihydro-1H-pyrrolo[2,3-c]pyridin-4-yl)benzonitrile